O=C(CCCCCCCC(=O)[O-])C=CC1C(CCCCC)O1 9-oxo-12,13-Epoxy-10-octadecenoate